BrC=1C=C(O[C@H]2C[C@H](NC2)C(=O)OC)C=CC1 methyl (2S,4S)-4-(3-bromophenoxy)pyrrolidine-2-carboxylate